nitrate palladium (II) dihydrate O.O.[Pd+2].[N+](=O)([O-])[O-].[N+](=O)([O-])[O-]